ClCC(=O)NC1=NN(CC1)C1=CC(=C(C=C1)Cl)Cl 2-chloro-N-(1-(3,4-dichlorophenyl)-4,5-dihydro-1H-pyrazol-3-yl)acetamide